N-tert-butoxycarbonyl-2-(2-oxo-2,3-dihydro-1,3-benzoxazol-3-yl)ethylamine C(C)(C)(C)OC(=O)NCCN1C(OC2=C1C=CC=C2)=O